fluorospiro[cyclopentane-1,3'-indole] FC1=NC2=CC=CC=C2C12CCCC2